COC(C)(N(C)C)OC N,N-dimethylacetamide-dimethyl acetal